N-(2,4-difluoro-3-(((2'-oxo-1',2'-dihydrospiro[cyclopropane-1,3'-pyrrolo[2,3-b]pyridin]-5'-yl)oxy)methyl)phenyl)-5-fluoro-2-methoxypyridine FC1=C(C=CC(=C1COC=1C=C2C(=NC1)NC(C21CC1)=O)F)N1C(C=CC(=C1)F)OC